N-(2'-(4,4-difluorocyclohexyl)-3-fluoro-[2,4'-bipyridyl]-3'-yl)-6-isopropoxynicotinamide FC1(CCC(CC1)C1=NC=CC(=C1NC(C1=CN=C(C=C1)OC(C)C)=O)C1=NC=CC=C1F)F